C(N)(=O)C1=CC(=C(C=C1)C1=CC(=CC=C1)C(CCN1N(C(CC1)=O)CCC1=CC=C(C(=O)O)C=C1)O)C 4-(2-(2-(3-(4'-carbamoyl-2'-methyl-[1,1'-biphenyl]-3-yl)-3-hydroxypropyl)-5-oxopyrazolidin-1-yl)ethyl)benzoic acid